4,4-difluoro-2-(hydroxymethyl)pyrrolidin FC1(CC(NC1)CO)F